C12(CC1)COC1=C2C(=CC=C1)OC=1C=CC(=NC1)NC1=NC=CC=C1N N2-(5-spiro[2H-benzofuran-3,1'-cyclopropane]-4-yloxy-2-pyridyl)pyridine-2,3-diamine